2-((5-bromopyridin-2-yl)methoxy)-N,N-dimethylethan-1-amine BrC=1C=CC(=NC1)COCCN(C)C